5-azido-3-ethyl-5,8-dihydro-6H-pyrano[3,4-b]pyridine N(=[N+]=[N-])C1COCC2=NC=C(C=C21)CC